3-(3-((6-(thiophen-2-ylmethoxy)pyridin-3-yl)methyl)isoxazol-5-yl)pyridin S1C(=CC=C1)COC1=CC=C(C=N1)CC1=NOC(=C1)C=1C=NC=CC1